3-cyclopropyl-N-[(2E)-4-oxoimidazolidin-2-ylidene]Benzamide C1(CC1)C=1C=C(C(=O)/N=C/2\NCC(N2)=O)C=CC1